CN1C[C@H]([C@@H](CC1)C1C(C1)(C(=O)N)CC1=CC=C(C=C1)F)C (trans-1,3-dimethylpiperidin-4-yl)-1-(4-fluorobenzyl)cyclopropane-1-carboxamide